FC1=CC=C(C=C1C1=CN=C(O1)C)O 4-fluoro-5-(2-methyloxazol-5-yl)phenol